ClC=1C(=NC(=NC1)N1CCC(CC1)NC1=CC2=C(N(N=N2)C2C(NC(CC2)=O)=O)C=C1)NC=1C=C2C=C(C(N(C2=CC1)C)=O)OCC(=O)NC 2-[[6-[[5-chloro-2-[4-[[1-(2,6-dioxo-3-piperidyl)benzotriazol-5-yl]amino]-1-piperidyl]pyrimidin-4-yl]amino]-1-methyl-2-oxo-3-quinolyl]oxy]-N-methyl-acetamide